N1=CC(=CC=C1)C1=CC=C(C=C1)B1OC(C)(C)C(C)(C)O1 (4-(pyridin-3-yl)phenyl)boronic acid pinacol ester